2-(5-(5-(1-(1H-pyrrolo[2,3-b]pyridin-4-yl)ethoxy)-1H-indazol-3-yl)pyridin-2-yl)-7-methyl-2-azaspiro[3.5]nonan-7-ol N1C=CC=2C1=NC=CC2C(C)OC=2C=C1C(=NNC1=CC2)C=2C=CC(=NC2)N2CC1(C2)CCC(CC1)(O)C